2-chloro-4-[(3S,5R)-4,4-difluoro-3-(2-hydroxyethyl)-5-methyl-1-piperidinyl]pyrimidine-5-carbonitrile ClC1=NC=C(C(=N1)N1C[C@@H](C([C@@H](C1)C)(F)F)CCO)C#N